5-[4-amino-2-(N-(2-amino-1-methyl-2-oxo-ethyl)-4-fluoro-anilino)thiazole-5-carbonyl]-N-(2,2-difluoro-1-methyl-ethyl)isoxazole-3-carboxamide NC=1N=C(SC1C(=O)C1=CC(=NO1)C(=O)NC(C(F)F)C)N(C1=CC=C(C=C1)F)C(C(=O)N)C